N-[(3-amino-4-formylphenyl)methyl]-N-(2-methanesulfonylpyridin-3-yl)propanamide NC=1C=C(C=CC1C=O)CN(C(CC)=O)C=1C(=NC=CC1)S(=O)(=O)C